(E)-N-(pent-3-yl)-3-(1-phenyl-3-(pyridin-3-yl)-1H-pyrazol-4-yl)acrylamide lithium benzenedisulfonate C=1(C(=CC=CC1)S(=O)(=O)[O-])S(=O)(=O)[O-].[Li+].CCC(CC)NC(\C=C\C=1C(=NN(C1)C1=CC=CC=C1)C=1C=NC=CC1)=O.[Li+]